((1r,4r)-4-((2,6-difluorobenzyl)(methyl)amino)cyclohexyl)(3,3,5-trimethyl-2,3-dihydro-1H-pyrrolo[3,2-b]pyridin-1-yl)methanone FC1=C(CN(C2CCC(CC2)C(=O)N2CC(C3=NC(=CC=C32)C)(C)C)C)C(=CC=C1)F